2-[3-(7-methyl-2,7-diazaspiro[3.5]non-2-yl)-1,2,4-triazin-6-yl]-5-(2H-1,2,3-triazol-2-yl)phenol hydrochloride Cl.CN1CCC2(CN(C2)C=2N=NC(=CN2)C2=C(C=C(C=C2)N2N=CC=N2)O)CC1